2-[1-(4-methoxyphenyl)-1H-pyrazol-3-yl]acetic acid COC1=CC=C(C=C1)N1N=C(C=C1)CC(=O)O